C1(=CC=CC=C1)CS(=O)(=O)OC1=C(O[C@@](C1=O)([2H])C1=CC(=CC=C1)C#N)N (S)-2-amino-5-(3-cyanophenyl)-4-oxo-4,5-dihydrofuran-3-yl-5-d phenylmethanesulfonate